C(C=C)C(C(F)F)(F)F allyl-1,1,2,2-tetrafluoroethane